C(N)(=O)NS(OC1CCC2(C(=C(CC12)CCCCCC)C1=CC=CC=C1)C(=C)C1=CC=CC=C1)(=O)=O 5-hexyl-4-phenyl-3a-(1-phenylvinyl)-1,2,3,3a,6,6a-hexahydropentalen-1-yl carbamoylsulfamate